3-(acryloyloxy)propyldimethylmethoxysilane C(C=C)(=O)OCCC[Si](OC)(C)C